ClC1=C(C(=O)P(CCCCCCCCCC)(C(C2=C(C=CC=C2Cl)Cl)=O)=O)C(=CC=C1)Cl bis-(2,6-dichlorobenzoyl)-decyl-phosphine oxide